ClC1=CC=C(C=C1)C1=C(C(=O)OCC)C(=CC(=N1)C1=CC=CC=C1)C1=CC=CC=C1 ethyl 2-(4-chlorophenyl)-4,6-diphenylnicotinate